FC1([C@@H](CN(CC1)C1=NC2=C(N1CC=1SC(=NN1)C)C=C(C=C2)F)N)F (R)-4,4-Difluoro-1-(6-fluoro-1-((5-methyl-1,3,4-thiadiazol-2-yl)methyl)-1H-benzo[d]imidazol-2-yl)piperidin-3-amin